CC(C(=O)O)(C(CCCCCC)=O)C 2,2-dimethyl-3-oxononanoic acid